bicyclo[2.2.1]heptan-1-yl((2S,5S)-9-fluoro-2,3-dihydro-2,5-methanopyrido[3,4-f][1,4]oxazepin-4(5H)-yl)methanone C12(CCC(CC1)C2)C(=O)N2C[C@H]1OC3=C([C@@H]2C1)C=NC=C3F